BrC=1C=CC(=NC1)CN(C(C(=O)O)=O)C(C)C1=NC=CC=C1F 2-(((5-bromopyridin-2-yl)methyl)(1-(3-fluoropyridin-2-yl)ethyl)amino)-2-oxoacetic acid